C1(CCCCC1)NC1=NN(C2=CC=C(C=C12)C(C)(C)O)C 2-[3-(cyclohexylamino)-1-methyl-1H-indazol-5-yl]propan-2-ol